2-(5-methyl-6-(2,6-diazaspiro[3.4]octan-6-yl)pyrazin-2-yl)-1,3,4-thiadiazole CC=1N=CC(=NC1N1CC2(CNC2)CC1)C=1SC=NN1